bis(3-pentyloctyl) 10-((tetrahydro-2H-pyran-4-yl)amino)nonadecanedioate O1CCC(CC1)NC(CCCCCCCCC(=O)OCCC(CCCCC)CCCCC)CCCCCCCCC(=O)OCCC(CCCCC)CCCCC